ClC=1C(=C(NC2=C(NC3=C2C(NCC3)=O)C3=C(C=NC=C3)OC[C@H]3N(CCC3)C(=O)OC(C)(C)C)C=CC1)OC Tert-butyl (2S)-2-[({4-[3-(3-chloro-2-methoxyanilino)-4-oxo-4,5,6,7-tetrahydro-1H-pyrrolo[3,2-c]pyridin-2-yl]pyridin-3-yl}oxy)methyl]pyrrolidine-1-carboxylate